(3S)-3-[methyl-(3-methyl-5-quinolyl)amino]Azole CN(C1=CNC=C1)C1=C2C=C(C=NC2=CC=C1)C